(R)-N-(1-(2-fluoro-3-(trifluoromethyl)phenyl)ethyl)-7-methoxy-6-(1-methylpiperidin-4-yl)pyrido[2,3-d]pyrimidin-4-amine FC1=C(C=CC=C1C(F)(F)F)[C@@H](C)NC=1C2=C(N=CN1)N=C(C(=C2)C2CCN(CC2)C)OC